5-[(2R)-2-(1-cyclopropylpyrazol-4-yl)morpholin-4-yl]-7-(2,4-difluorophenyl)-N,N-dimethyl-thiazolo[4,5-d]pyrimidin-2-amine C1(CC1)N1N=CC(=C1)[C@@H]1CN(CCO1)C=1N=C(C2=C(N1)N=C(S2)N(C)C)C2=C(C=C(C=C2)F)F